CC1COC(CN1)C(=O)O 5-methylmorpholine-2-carboxylic acid